4-(1-butyl-pentyl)pyridine C(CCC)C(CCCC)C1=CC=NC=C1